C(#N)[C@H]1N(CC(C1)(F)F)C(CNC(=O)C1=CC=NC2=CC=C(C=C12)OCCCCNC(CN([C@@H]1CN(CC1)C(=O)OC(C)(C)C)CC(NCCCCOC=1C=C2C(=CC=NC2=CC1)C(NCC(N1[C@@H](CC(C1)(F)F)C#N)=O)=O)=O)=O)=O tert-butyl (S)-3-(bis(2-((4-((4-((2-((S)-2-cyano-4,4-difluoropyrrolidine-1-yl)-2-oxoethyl)carbamoyl)quinolin-6-yl)oxy)butyl)amino)-2-oxoethyl)amino)pyrrolidine-1-carboxylate